BrC1=CC(=NC=C1)OC1CC(C1)OC1CCN(CC1)C1(CC1)C1CCN(CC1)C1=NOC(=C1)C(C(=O)OC)C(C)C methyl 2-[3-[4-[1-[4-[3-[(4-bromo-2-pyridyl)oxy] cyclobutoxy]-1-piperidyl] cyclopropyl]-1-piperidyl] isoxazol-5-yl]-3-methyl-butanoate